N1=C2C(=NC=C1)CNCC2 5,6,7,8-tetrahydropyrido[3,4-b]pyrazine